9-((4-chlorophenyl)sulfinyl)-10-phenylphenanthrene ClC1=CC=C(C=C1)S(=O)C=1C2=CC=CC=C2C=2C=CC=CC2C1C1=CC=CC=C1